2,6-dimethyl-benzene-1,4-diol CC1=C(C(=CC(=C1)O)C)O